tert-butyl (1R,5S,6r)-6-(5-(2-(trifluoromethyl)pyridin-3-yl)-1,3,4-thiadiazol-2-yl)-3-azabicyclo[3.1.0]hexane-3-carboxylate FC(C1=NC=CC=C1C1=NN=C(S1)C1[C@H]2CN(C[C@@H]12)C(=O)OC(C)(C)C)(F)F